3-fluoro-N-[8-fluoro-2-methylimidazo[1,2-a]pyridin-6-yl]-5-(piperazin-1-yl)thiophene-2-carboxamide FC1=C(SC(=C1)N1CCNCC1)C(=O)NC=1C=C(C=2N(C1)C=C(N2)C)F